COC(=O)C1=CC(=NC=C1)NC1COC1.ClC=1C=C(C=CC1C(F)(F)F)NC1=C(C=C(C=C1)NC(C=C)=O)C=1N=CN(C1)C N-(4-((3-chloro-4-(trifluoromethyl)phenyl)amino)-3-(1-methyl-1H-imidazol-4-yl)phenyl)acrylamide methyl-2-(oxetan-3-ylamino)pyridine-4-carboxylate